perfluoroethyl (2,2,2-trifluoroethyl) ethylphosphonate C(C)P(OC(C(F)(F)F)(F)F)(OCC(F)(F)F)=O